C(C#C)N(CCCN)[C@H]1[C@@H]([C@@H]2C([C@H](C1)C2)(C)C)C N1-(Prop-2-yn-1-yl)-N1-((1R,2R,3R,5S)-2,6,6-trimethylbicyclo[3.1.1]heptan-3-yl)propane-1,3-diamine